COC=1C=C2C=C(C3(C2=CC1)CCC3)C=3N(C1=CC=CC=C1C3)C3=NC=CC=C3 2-(5'-Methoxyspiro[cyclobutane-1,1'-inden]-2'-yl)-1-(pyridin-2-yl)-1H-indole